methyl 3'-fluoro-5'-methoxy-2',6-dimethyl-(4,4'-bipyridine)-3-carboxylate FC=1C(=NC=C(C1C1=C(C=NC(=C1)C)C(=O)OC)OC)C